FC(CCCC)F 1,1-difluoropentane